CC1=CC=C(CSC[C@H](N)C(=O)O)C=C1 S-(4-methylbenzyl)-L-cysteine